4,4'-(but-2-yne-1,4-diylbis(sulfanediyl))dibenzenethiol C(C#CCSC1=CC=C(C=C1)S)SC1=CC=C(C=C1)S